C1(CC1)[C@H](N)C1=CC=C(C=C1)C(F)(F)F (S)-cyclopropyl(4-(trifluoromethyl)phenyl)methanamine